1-Isocyanato-3-nitro-5-(trifluoromethyl)benzene N(=C=O)C1=CC(=CC(=C1)C(F)(F)F)[N+](=O)[O-]